C1(CC1)N1C(=NC2=C1C=C(C(=C2)NC=2SC(=NN2)C2=C(C=CC(=C2)C)F)F)C2=CC=C(C=C2)F N-(1-cyclopropyl-6-fluoro-2-(4-fluorophenyl)-5-benzimidazolyl)-5-(2-fluoro-5-methylphenyl)-1,3,4-thiadiazol-2-amine